COC1=CC=C(CN(CC2=CC=C(C=C2)OC)C=2N=C(C3=CC=CC=C3C2)O)C=C1 (bis(4-methoxybenzyl)amino)isoquinolin-1-ol